N-{[4-(dimethyl-1,3-thiazole-5-sulfonyl)phenyl]methyl}imidazo[1,2-a]pyridine-6-carboxamide CC=1N=C(SC1S(=O)(=O)C1=CC=C(C=C1)CNC(=O)C=1C=CC=2N(C1)C=CN2)C